C(C1=CC=CC=C1)C1(C[C@@H]2[C@@H](CN(C2)CC(O)C2=CC(=C(C=C2)O)F)C1)F rac-4-(2-((3aR,5s,6aS)-5-benzyl-5-fluoro-hexahydrocyclopenta[c]pyrrol-2(1H)-yl)-1-hydroxyethyl)-2-fluorophenol